(R)-2-(1-(2-ethyl-6-(1-methyl-5-((2-oxo-5-propylpyridin-1(2H)-yl)methyl)-1H-1,2,3-triazol-4-yl)pyridin-3-yl)pyrrolidin-3-yl)-2-methylpropanoic acid C(C)C1=NC(=CC=C1N1C[C@H](CC1)C(C(=O)O)(C)C)C=1N=NN(C1CN1C(C=CC(=C1)CCC)=O)C